CC1(OC(=CC(O1)=O)C)C 2,2,6-trimethyl-1,3-dioxin-4-one